ethyl 1-(4-iodobenzyl)-1H-imidazole-4-carboxylate IC1=CC=C(CN2C=NC(=C2)C(=O)OCC)C=C1